2-(2-(5-cyclopropyl-3-(2,6-dichlorophenyl)isoxazol-4-yl)-7-azaspiro[3.5]non-1-en-7-yl)pyrimidine-5-carboxylic acid C1(CC1)C1=C(C(=NO1)C1=C(C=CC=C1Cl)Cl)C1=CC2(C1)CCN(CC2)C2=NC=C(C=N2)C(=O)O